FC1=C(C=CC(=C1)OC1=NC=NC2=CC(=C(C=C12)OC)O)NC(=O)NC1=CC=CC=C1 1-(2-fluoro-4-((7-hydroxy-6-methoxyquinazolin-4-yl)oxy)phenyl)-3-phenylurea